4-(3-(2-hydroxypropan-2-yl)azetidin-1-yl)-N-(quinolin-8-yl)picolinamide OC(C)(C)C1CN(C1)C1=CC(=NC=C1)C(=O)NC=1C=CC=C2C=CC=NC12